ClC1=C2C=NN(C2=CC(=C1F)OC)C1=CC=C(C=C1)C1=CC(=CC=C1)OC 4-chloro-5-fluoro-6-methoxy-1-(3'-methoxy-[1,1'-biphenyl]-4-yl)-1H-indazole